ethyl 5-(aminomethyl)-2-dodecanamidothiophene-3-carboxylate TFA salt OC(=O)C(F)(F)F.NCC1=CC(=C(S1)NC(CCCCCCCCCCC)=O)C(=O)OCC